C1(=CC=C(C=C1)CC1C(C2=CC=CC=C2C=C1)=O)CC1C(C2=CC=CC=C2C=C1)=O p-xylylenedinaphthone